FC=1C=C(CNC(C2=C(N=CC=C2)NCC=2SC(=CC2)B2OC(C(O2)(C)C)(C)C)=O)C=CC1F N-(3,4-Difluoro-benzyl)-2-{[5-(4,4,5,5-tetramethyl-1,3,2-dioxaborolan-2-yl)-thiophen-2-ylmethyl]-amino}-nicotinamide